3-(2-benzyl-1,2,3,4-tetrahydroisoquinolin-5-yl)-3-(4-methoxyphenyl)phenylpropionic acid C(C1=CC=CC=C1)N1CC2=CC=CC(=C2CC1)C1(CC(=CC=C1)C(C(=O)O)C)C1=CC=C(C=C1)OC